(S)-6-(1-amino-1,3-dihydrospiro[indene-2,4'-piperidin]-1'-yl)-3-(1-(4-(trifluoromethoxy)phenyl)cyclopropyl)-1,5-dihydro-4H-pyrazolo[3,4-d]pyrimidin-4-one N[C@@H]1C2=CC=CC=C2CC12CCN(CC2)C=2NC(C1=C(N2)NN=C1C1(CC1)C1=CC=C(C=C1)OC(F)(F)F)=O